1-bicyclo[1.1.1]pentylamine C12(CC(C1)C2)N